C1(=CC=CC=C1)N1C(=NC(=C1C(C)=O)C1=CC=CC=C1)C=1C=C(C=CC1)C 1-(1,4-diphenyl-2-(m-tolyl)-1H-imidazol-5-yl)ethane-1-one